N-(1,3-diazinan-2-ylidene)-3-methyl-4-[(3-{[3-(morpholin-4-yl)propyl]carbamoyl}phenyl)amino]benzamide N1C(NCCC1)=NC(C1=CC(=C(C=C1)NC1=CC(=CC=C1)C(NCCCN1CCOCC1)=O)C)=O